(4-(imidazo[1,2-b]pyridazin-3-yl)-1H-1,2,3-triazol-1-yl)-4-methyl-N-(3-(4-methyl-1H-imidazol-1-yl)-5-(trifluoromethyl)phenyl)benzamide N=1C=C(N2N=CC=CC21)C=2N=NN(C2)C2=C(C(=O)NC1=CC(=CC(=C1)C(F)(F)F)N1C=NC(=C1)C)C=CC(=C2)C